OC(COC=1C=C(C=2N(C1)N=CC2C#N)C=2C=NC(=CC2)N2CCC(CC2)(CC2=CC(=CC=C2)C)O)(C)C 6-(2-hydroxy-2-methylpropoxy)-4-(6-(4-hydroxy-4-(3-methylbenzyl)piperidin-1-yl)pyridin-3-yl)pyrazolo[1,5-a]pyridine-3-carbonitrile